thiopheneamine S1C(=CC=C1)N